6-phenyl-N-(pyridin-2-yl)thieno[3,2-d]pyrimidin-4-amine C1(=CC=CC=C1)C1=CC=2N=CN=C(C2S1)NC1=NC=CC=C1